FC1=C2C(=CNC2=CC=C1F)C(C(=O)N(CC)CC)=O (4,5-difluoro-1H-indol-3-yl)-N,N-diethyl-2-oxoacetamide